6-dimethylaminomethyl-9-ethyl-9H-carbazole CN(C)CC=1C=C2C=3C=CC=CC3N(C2=CC1)CC